4-(2-(5-chloro-2-fluorophenyl)-6,7-dihydro-8H-pyrimido[5,4-b][1,4]oxazin-8-yl)-N-(3-methoxy-4-(4-methylpiperazin-1-yl)phenyl)pyridin-2-amine ClC=1C=CC(=C(C1)C=1N=CC=2OCCN(C2N1)C1=CC(=NC=C1)NC1=CC(=C(C=C1)N1CCN(CC1)C)OC)F